(4-(2-pentadecylhydrazine-1-carbonyl)benzyl)benzamide C(CCCCCCCCCCCCCC)NNC(=O)C1=CC=C(CC2=C(C(=O)N)C=CC=C2)C=C1